5-(3-ethoxy-4-pyridinyl)-1-isopropyl-3-methyl-N-[(5-methyl-1H-pyrazol-3-yl)methyl]pyrazolo[4,3-b]pyridin-7-amine C(C)OC=1C=NC=CC1C1=CC(=C2C(=N1)C(=NN2C(C)C)C)NCC2=NNC(=C2)C